N1N=C(N=C1)CO 1H-[1,2,4]triazole-3-methanol